3-[5-(4-{1-[3-(azetidin-3-yl)pyridin-4-yl]piperidin-4-yl}but-1-yn-1-yl)-3-methyl-2-oxo-2,3-dihydro-1H-1,3-benzodiazol-1-yl]piperidine-2,6-dione N1CC(C1)C=1C=NC=CC1N1CCC(CC1)CCC#CC1=CC2=C(N(C(N2C)=O)C2C(NC(CC2)=O)=O)C=C1